N2-[(benzyloxy)carbonyl]-N6-(tert-butoxycarbonyl)-L-lysine CC(C)(C)OC(=O)NCCCC[C@@H](C(=O)O)NC(=O)OCC1=CC=CC=C1